2-((1-((1,4-dimethyl-2-oxo-1,2-dihydropyridin-3-yl)methyl)-3-oxoisoindolin-2-yl)methyl)-5-oxa-7-azaspiro[3.4]octan-6-one CN1C(C(=C(C=C1)C)CC1N(C(C2=CC=CC=C12)=O)CC1CC2(C1)OC(NC2)=O)=O